4-(5-methylfuran-2-yl)pteridine-7(8H)-one CC1=CC=C(O1)C1=NC=NC=2NC(C=NC12)=O